ClC=1C=C(C=CC1F)NC1=NC=NC2=CC(=C(C=C12)O[C@@H]1CC[C@@H](CC1)N(C)C(=O)N1CCN(CC1)C)OC 4-[(3-chloro-4-fluorophenyl)amino]-6-(cis-4-{N-[(4-methyl-piperazine-1-yl)-carbonyl]-N-methyl-amino}-cyclohexane-1-yloxy)-7-methoxy-quinazoline